(S)-2-(((S)-1-(4-methoxyphenyl)ethyl)amino)-2-(thiophen-3-yl)acetonitrile COC1=CC=C(C=C1)[C@H](C)N[C@H](C#N)C1=CSC=C1